C(C)NC1=CC(=NC=N1)O[C@@H]1C[C@@H](N(C1)CC1=CN=C(S1)NC(C)=O)C N-(5-(((2S,4R)-4-((6-(ethylamino)pyrimidin-4-yl)oxy)-2-methylpyrrolidin-1-yl)methyl)thiazol-2-yl)acetamide